C(OC(C)(C)C)(O[Si](C)(C)CC)=O tertbutyl ethyldimethylsilyl carbonate